N-isobutyl-1-[[5-[5-(trifluoromethyl)-1,2,4-oxadiazol-3-yl]-2-thienyl]methyl]pyrazole-3-carboxamide C(C(C)C)NC(=O)C1=NN(C=C1)CC=1SC(=CC1)C1=NOC(=N1)C(F)(F)F